5-(4-(4-((3-chloropyridin-2-yl)methyl)-5-oxo-4,5-dihydro-1H-1,2,4-triazol-1-yl)-2-fluorophenoxy)-4-methylthiazole-2-carbonitrile ClC=1C(=NC=CC1)CN1C=NN(C1=O)C1=CC(=C(OC2=C(N=C(S2)C#N)C)C=C1)F